N=C(CCNC(=O)C=1N(C=C(C1)NC(=O)C=1N(C=C(C1)[N+](=O)[O-])C)C)NCCOC N-(3-imino-3-((2-methoxyethyl)amino)propyl)-1-methyl-4-(1-methyl-4-nitro-1H-pyrrole-2-carboxamido)-1H-pyrrole-2-carboxamide